N4-(naphthalene-2-yl)-N4,N4'-bis(9-(naphthalene-2-yl)-9H-carbazol-3-yl)-N4'-phenyl-[1,1'-biphenyl]-4,4'-diamine C1=C(C=CC2=CC=CC=C12)N(C1=CC=C(C=C1)C1=CC=C(C=C1)N(C1=CC=CC=C1)C=1C=CC=2N(C3=CC=CC=C3C2C1)C1=CC2=CC=CC=C2C=C1)C=1C=CC=2N(C3=CC=CC=C3C2C1)C1=CC2=CC=CC=C2C=C1